1-(4-chlorophenyl)-2-nitro-benzene ClC1=CC=C(C=C1)C1=C(C=CC=C1)[N+](=O)[O-]